1-(1-(5-methoxy-4-nitro-2-vinylphenyl)piperidin-4-yl)-4-methylpiperazine COC=1C(=CC(=C(C1)N1CCC(CC1)N1CCN(CC1)C)C=C)[N+](=O)[O-]